ClC=1C=C(C(=C(C#N)C1)C1=CC=NN1C1OCCCC1)O 5-chloro-3-hydroxy-2-(1-(tetrahydro-2H-pyran-2-yl)-1H-pyrazol-5-yl)benzonitrile